C1(=CC=CC=C1)C1CN(CC1)C(=O)C1=NOC(=N1)C1=CC(NC(=C1)C(F)(F)F)=O 4-(3-(3-Phenylpyrrolidine-1-carbonyl)-1,2,4-oxadiazol-5-yl)-6-(trifluoromethyl)pyridin-2(1H)-one